(S)-2-fluoro-3-(5-(trifluoromethyl)-2,3-dihydrobenzofuran-2-yl)benzoyl chloride FC1=C(C(=O)Cl)C=CC=C1[C@H]1OC2=C(C1)C=C(C=C2)C(F)(F)F